(R)-3-(3-chloro-4-fluorophenyl)-1-(1-(1-oxo-1,2-dihydroisoquinolin-4-yl)ethyl)-1-(thiazol-2-ylmethyl)urea ClC=1C=C(C=CC1F)NC(N(CC=1SC=CN1)[C@H](C)C1=CNC(C2=CC=CC=C12)=O)=O